[4,5'-bipyrimidine]-6(1H)-one N1C=NC(=CC1=O)C=1C=NC=NC1